C1(CCCC1)NC=1C=C(C=C2C=C(NC12)C1=CC=CC=C1)CO (7-(cyclopentylamino)-2-phenyl-1H-indol-5-yl)methanol